N-{[4-(quinoline-8-sulfonyl)phenyl]methyl}-1H-pyrazolo[3,4-b]pyridine-5-carboxamide N1=CC=CC2=CC=CC(=C12)S(=O)(=O)C1=CC=C(C=C1)CNC(=O)C=1C=C2C(=NC1)NN=C2